3-fluoro-2-hydroxy-4-((4-methoxybenzyl)oxy)benzaldehyde FC=1C(=C(C=O)C=CC1OCC1=CC=C(C=C1)OC)O